FC(C1=NN=C(O1)C1CCC(S1)CCN1N=NC(=C1)C=1C=CC(=NC1)N)F 5-(1-(2-(5-(5-(Difluoromethyl)-1,3,4-oxadiazol-2-yl)tetrahydrothiophen-2-yl)ethyl)-1H-1,2,3-triazol-4-yl)pyridin-2-amine